octenamine acetate C(C)(=O)O.C(=CCCCCCC)N